FC(COC1=CC=2N(N=C1)C(=CN2)C2=CC=CC(=N2)N[C@H]2CN(C[C@@H]2F)C(=O)OC(C)(C)C)F (3S,4S)-tert-butyl 3-((6-(7-(2,2-difluoroethoxy)imidazo[1,2-b]pyridazin-3-yl)pyridin-2-yl)amino)-4-fluoropyrrolidine-1-carboxylate